FC1(CCC1)CNC1=NN2C(C=N1)=C(C=C2)C=2C=C1C(=NC=NC1=CC2)OC N-((1-fluorocyclobutyl)methyl)-5-(4-methoxyquinazolin-6-yl)pyrrolo[2,1-f][1,2,4]triazin-2-amine